(8-(4,4-Difluoropiperidin-1-yl)-[1,2,4]triazolo[1,5-a]pyrazin-6-yl)carbamic acid tert-butyl ester C(C)(C)(C)OC(NC=1N=C(C=2N(C1)N=CN2)N2CCC(CC2)(F)F)=O